N-(4-(piperazin-1-yl)phenyl)-4-((2-(trifluoromethyl)-5,6,7,8-tetrahydroquinazolin-4-yl)amino)-1H-pyrazole-3-carboxamide N1(CCNCC1)C1=CC=C(C=C1)NC(=O)C1=NNC=C1NC1=NC(=NC=2CCCCC12)C(F)(F)F